C1(NCCC2=CC=CC=C12)C(=O)OC methyl 1,2,3,4-tetrahydroisoquinoline-1-carboxylate